COC1=C(C=CC(=C1)N1N=CC(=C1)[N+](=O)[O-])C1=CC=C(N=N1)N(C1CC(NC(C1)(C)C)(C)C)C 6-[2-methoxy-4-(4-nitro-1H-pyrazol-1-yl)phenyl]-N-methyl-N-(2,2,6,6-tetramethylpiperidin-4-yl)pyridazin-3-amine